N-((3S,4S)-3-((7-(2,6-dichloro-3,5-dimethoxyphenyl)-5-isopropoxy-2,6-naphthyridin-3-yl)amino)tetrahydro-2H-pyran-4-yl)acrylamide ClC1=C(C(=C(C=C1OC)OC)Cl)C1=NC(=C2C=C(N=CC2=C1)N[C@@H]1COCC[C@@H]1NC(C=C)=O)OC(C)C